2'-fluoro cytidine-3'-phosphate P(=O)(O)(O)O[C@H]1[C@]([C@@H](O[C@@H]1CO)N1C(=O)N=C(N)C=C1)(O)F